[Si](C)(C)(C(C)(C)C)OC=1C(=C(C=O)C=CC1)C1OCCO1 3-[(tert-butyldimethylsilyl)oxy]-2-(1,3-dioxolan-2-yl)benzaldehyde